C(C)OP(=O)(C1=C(C=CC=C1)CC)CC1=C(C=C(C=C1C)C)C ethyl-2,4,6-trimethylbenzyl-phenyl-phosphinic acid ethyl ester